The molecule is an organic cation obtained by deprotonation of the carboxy groups and protonation of the two free amino groups of chloroorienticin B. It is an organic cation and an ammonium ion derivative. It is a conjugate acid of a chloroorienticin B. C[C@H]1[C@@H]([C@@](C[C@@H](O1)O[C@H]2[C@H]3C(=O)N[C@@H](C4=C(C(=CC(=C4)O)O)C5=C(C=CC(=C5)[C@H](C(=O)N3)NC(=O)[C@H]6C7=CC(=C(C(=C7)OC8=C(C=C2C=C8)Cl)O[C@H]9[C@@H]([C@H]([C@@H]([C@H](O9)CO)O)O)O)OC1=C(C=C(C=C1)[C@H]([C@H](C(=O)N[C@H](C(=O)N6)CC(=O)N)NC(=O)[C@@H](CC(C)C)[NH2+]C)O)Cl)O)C(=O)[O-])(C)[NH3+])O